(E)-4-(fluoromethylene)-3-methyl-1-(methyl-d3)piperidine-3-carboxylic acid methyl ester COC(=O)C/1(CN(CC\C1=C/F)C([2H])([2H])[2H])C